N-(3,4-dimethylphenyl)-2-bromoacetamide CC=1C=C(C=CC1C)NC(CBr)=O